(1S,2R,3S,5R)-3-(2-{2-[(2,2-difluoroethyl)amino]-7-quinolinyl}ethyl)-5-(7-methyl-4H-imidazo[4,5-b]pyridin-4-yl)-1,2-cyclopentanediol FC(CNC1=NC2=CC(=CC=C2C=C1)CC[C@@H]1[C@H]([C@H]([C@@H](C1)N1C=2C(=C(C=C1)C)N=CN2)O)O)F